ClC1=C(C=CC=C1)N(C)C1=CC=CC2=[O+]C3=CC=CC=C3C=C12 (2-chlorophenyl-(methyl)amino)xanthylium